C1(CC1)C1=CC=C(C=N1)C1COC2=C(O1)C(=CC(=C2)CN2C=NC=1C=NC=CC12)OC 1-((2-(6-cyclopropylpyridin-3-yl)-8-methoxy-2,3-dihydrobenzo[b][1,4]dioxin-6-yl)methyl)-1H-imidazo[4,5-c]pyridine